FC=1C=C2C(=CC=NC2=CC1)C1CCC(CC1)[C@@H](C1=NC2=C(N1)C(=C(C=C2F)F)F)OC 6-fluoro-4-((1S,4s)-4-((R)-methoxy(4,6,7-trifluoro-1H-benzo[d]imidazol-2-yl)methyl)cyclohexyl)quinoline